2,3-dihydro-1H-inden-1-yl-piperidine-4-carboxylate C1(CCC2=CC=CC=C12)OC(=O)C1CCNCC1